N-(5-((4-(1-Cyclopropyl-1H-indol-3-yl)-5-(oxazol-2-yl)pyrimidin-2-yl)amino)-4-methoxy-2-(4-(4-methylpiperazin-1-yl)piperidin-1-yl)phenyl)acrylamide C1(CC1)N1C=C(C2=CC=CC=C12)C1=NC(=NC=C1C=1OC=CN1)NC=1C(=CC(=C(C1)NC(C=C)=O)N1CCC(CC1)N1CCN(CC1)C)OC